tert-Butyl 4-hydroxy-2-methyl-5,7-dihydro-6H-pyrrolo[3,4-d]pyrimidine-6-carboxylate OC=1C2=C(N=C(N1)C)CN(C2)C(=O)OC(C)(C)C